ClC=1C=C(C=NC1N1N=CC=N1)NC(=O)[C@@H]1C[C@](C2=C1C=NC=1N2N=C(C1)F)(C1=CC=NN1C)C trans-N-(5-chloro-6-(2H-1,2,3-triazol-2-yl)pyridin-3-yl)-2-fluoro-8-methyl-8-(1-methyl-1H-pyrazol-5-yl)-7,8-dihydro-6H-cyclopenta[e]pyrazolo[1,5-a]pyrimidine-6-carboxamide